N-(2,5-dibromobenzyl)-4-(3-(pyridin-4-ylmethyl)ureido)benzamide 3,4,5-trimethoxybenzoate COC=1C=C(C(=O)O)C=C(C1OC)OC.BrC1=C(CNC(C2=CC=C(C=C2)NC(=O)NCC2=CC=NC=C2)=O)C=C(C=C1)Br